2,3-Difluoropyridin-4-amine FC1=NC=CC(=C1F)N